S1C(=NC2=C1C=CC=C2)NC(=O)C=2C=CC=C1CCN(CC21)C2=CC=C(C(=N2)C(=O)OC)C=2C=NN(C2C)CC2CCCC2 methyl 6-(8-(benzo[d]thiazol-2-ylcarbamoyl)-3,4-dihydroisoquinolin-2(1H)-yl)-3-(1-(cyclopentylmethyl)-5-methyl-1H-pyrazol-4-yl)picolinate